ClC1=C(C=NC=C1F)C=1C=CC=C2C(=C(C=NC12)C(=O)NN1CCOC2=C1C=CC=C2)N2CCOCC2 8-(4-chloro-5-fluoro-3-pyridyl)-N-(2,3-dihydro-1,4-benzoxazin-4-yl)-4-morpholino-quinoline-3-carboxamide